COC1=CC=C(C=C1)C(=O)N1CCCC1 (4-methoxyphenyl)(pyrrolidin-1-yl)methanone